ClC1=CC2=C(C(=N1)C1CC1)CNC2=O 6-chloro-4-cyclopropyl-2,3-dihydro-1H-pyrrolo[3,4-c]pyridin-1-one